iron-manganese pyrophosphate [O-]P([O-])(=O)OP(=O)([O-])[O-].[Mn+2].[Fe+2]